8-((2S,5R)-4-(4-(difluoromethoxy)benzyl)-5-ethyl-2-methylpiperazin-1-yl)-5-methyl-6-oxo-5,6-dihydro-1,5-naphthyridine-2-carbonitrile FC(OC1=CC=C(CN2C[C@@H](N(C[C@H]2CC)C2=CC(N(C=3C=CC(=NC23)C#N)C)=O)C)C=C1)F